NC1=C(C=C(C=N1)C1=CC=C(C=C1)C1(CCNCC1)O)OC(C)C1=C(C(=CC=C1Cl)F)Cl 4-(4-{6-amino-5-[1-(2,6-dichloro-3-fluoro-phenyl)-ethoxy]-pyridin-3-yl}-phenyl)-piperidin-4-ol